tert-butyl 5-(6-chloro-7-fluoro-1-methyl-pyrazolo[4,3-c]pyridin-3-yl)-2-azabicyclo[2.2.2]oct-5-ene-2-carboxylate ClC1=C(C2=C(C=N1)C(=NN2C)C=2C1CN(C(C2)CC1)C(=O)OC(C)(C)C)F